N1=C(N=CC=C1)CNC(C)=O N-(pyrimidin-2-yl-methyl)-acetamide